ClC1=CC=C2C=CN(C2=C1)CC(=O)NC1=NC=CC(=C1)NCC=1N=C2N(C=C(C=C2)C2CC2)C1 2-(6-chloro-1H-indol-1-yl)-N-(4-(((6-cyclopropylimidazo[1,2-a]pyridin-2-yl)methyl)amino)pyridin-2-yl)acetamide